2'-methyluridine-3'-phosphate P(=O)(O)(O)O[C@H]1[C@]([C@@H](O[C@@H]1CO)N1C(=O)NC(=O)C=C1)(O)C